(R)-3-((3-(8-amino-5-iodopyrido[3,4-d]pyrimidin-2-yl)phenyl)ethynyl)-3-hydroxy-1-methylpyrrolidin-2-one NC1=NC=C(C2=C1N=C(N=C2)C=2C=C(C=CC2)C#C[C@]2(C(N(CC2)C)=O)O)I